CNCC[Si](O)(O)O N-methyl-2-aminoethylsilanetriol